C(C1=CC=C(C(=O)N)C=C1)(=O)N TEREPHTHALAMIDE